2-(((1-((6-fluoro-4-methylpyridin-3-yl)methyl)-1H-pyrazol-4-yl)methyl)amino)-7-isopropyl-4,8-dimethyl-7,8-dihydropteridin-6(5H)-one FC1=CC(=C(C=N1)CN1N=CC(=C1)CNC1=NC=2N(C(C(NC2C(=N1)C)=O)C(C)C)C)C